3-chloro-4-nitrobenzotrifluoride ClC=1C=C(C=CC1[N+](=O)[O-])C(F)(F)F